BrCC1=NC=CC=C1Cl 2-(bromomethyl)-3-chloro-pyridine